4-fluoro-5-(isopropylsulfonyl)-N,N-dimethyl-1H-pyrazole-1-sulfonamide FC=1C=NN(C1S(=O)(=O)C(C)C)S(=O)(=O)N(C)C